methyl (1R,2S,5S)-3-[(2S)-2-[(2-cyanoacetyl)amino]-3,3-dimethyl-butanoyl]-6,6-dimethyl-3-azabicyclo[3.1.0]hexane-2-carboxylate C(#N)CC(=O)N[C@H](C(=O)N1[C@@H]([C@H]2C([C@H]2C1)(C)C)C(=O)OC)C(C)(C)C